C(C)OC(=O)C=1N(C(=CN1)C1=CC(=CC=C1)OC1=CC=CC=C1)COCC[Si](C)(C)C 5-(m-phenoxyphenyl)-1-{[2-(trimethylsilyl)ethoxy]Methyl}-1H-imidazole-2-carboxylic acid ethyl ester